3-(3-ethylphenoxy)-N-methylcyclobutan-1-amine C(C)C=1C=C(OC2CC(C2)NC)C=CC1